5,6,7-trifluoro-2-(tetrahydropyran-4-ylsulfanylmethyl)-3H-quinazolin-4-one FC1=C2C(NC(=NC2=CC(=C1F)F)CSC1CCOCC1)=O